C(C)(C)(C)OC(=O)N1C[C@H](CC1)N1C(C(CC1)C(=O)O)=O (3'S)-1'-(tert-butoxycarbonyl)-2-oxo-[1,3'-bipyrrolidine]-3-carboxylic acid